1-(1-acetylpiperidin-4-yl)-3-((1-methyl-1H-pyrazol-4-yl)methyl)-N-(1-methylcyclopropyl)-2,4-dioxo-1,2,3,4-tetrahydrothieno[2,3-d]pyrimidine-6-sulfonamide trifluoroacetic acid salt FC(C(=O)O)(F)F.C(C)(=O)N1CCC(CC1)N1C(N(C(C2=C1SC(=C2)S(=O)(=O)NC2(CC2)C)=O)CC=2C=NN(C2)C)=O